(oxetan-3-yl)-1H-indazol O1CC(C1)N1N=CC2=CC=CC=C12